2,3-bis((5-((tert-butoxycarbonyl)amino)pentanoyl)oxy)propyl ((R)-2,3-bis(tetradecanoyloxy)propyl) phosphate P(=O)(OCC(COC(CCCCNC(=O)OC(C)(C)C)=O)OC(CCCCNC(=O)OC(C)(C)C)=O)(OC[C@@H](COC(CCCCCCCCCCCCC)=O)OC(CCCCCCCCCCCCC)=O)[O-]